COC1OCCC(C1)N1N=NC(=C1)C1=CC=CC2=CC=CC=C12 methoxy-4-(4-(naphthalen-1-yl)-1H-1,2,3-triazol-1-yl)tetrahydro-2H-pyran